(1s,2r,5r)-3-((6-(4-fluorophenoxy)pyridin-3-yl)sulfonyl)-8-(morpholine-4-carbonyl)-N-((tetrahydro-2H-pyran-2-yl)oxy)-3,8-diazabicyclo[3.2.1]octane-2-carboxamide FC1=CC=C(OC2=CC=C(C=N2)S(=O)(=O)N2[C@H]([C@@H]3CC[C@H](C2)N3C(=O)N3CCOCC3)C(=O)NOC3OCCCC3)C=C1